piperidin-1-yl-but-2-yn-1-one tert-butyl-N-[[3-amino-5-(4-hydroxybutoxy)phenyl]methyl-methyl-oxo-λ6-sulfanylidene]carbamate C(C)(C)(C)OC(N=S(=O)(C)CC1=CC(=CC(=C1)OCCCCO)N)=O.N1(CCCCC1)C(C#CC)=O